NC=1C=C(C(C(=O)[O-])=CC1)O.[Ca+2].[C@H]12CC\C=C/CC[C@@H]2C1CO.NC=1C=C(C(C(=O)[O-])=CC1)O ((1R,8S,9S,Z)-bicyclo[6.1.0]non-4-en-9-yl)methanol calcium para-aminosalicylate